C(C)C=1NC(=C(N1)CCC)CCC 2-ethyl-4,5-dipropylimidazole